2-amino-N-((1R,3r,5S,6r)-3-(6-chloro-1H-indazol-4-yl)-3-hydroxybicyclo[3.1.0]hexan-6-yl)acetamide hydrochloride Cl.NCC(=O)NC1[C@H]2CC(C[C@@H]12)(O)C1=C2C=NNC2=CC(=C1)Cl